N-((4,4-difluorocyclohexyl)methyl)-5-(3-((1-methylpiperidin-4-yl)oxy)quinoxalin-6-yl)-7H-pyrrolo[2,3-d]pyrimidin-2-amine FC1(CCC(CC1)CNC=1N=CC2=C(N1)NC=C2C=2C=C1N=C(C=NC1=CC2)OC2CCN(CC2)C)F